3-(2-bromo-5-chlorophenyl)-4-methyl-4H-1,2,4-triazole BrC1=C(C=C(C=C1)Cl)C1=NN=CN1C